(6-Methyl-2-pyridinyl)-N-phenyl-4-(4-quinolinyl)-1H-pyrazole-1-carbothioamide CC1=CC=CC(=N1)C1=NN(C=C1C1=CC=NC2=CC=CC=C12)C(NC1=CC=CC=C1)=S